FC(C(=O)O)(F)F.C1N(CC12CNC2)C2=CC=C(C=N2)C=2C=CC1=CN(N=C1C2F)C(C(=O)NC=2SC=CN2)C2=C1N(C=N2)CCC1 2-(6-(6-(2,6-diazaspiro[3.3]heptan-2-yl)pyridin-3-yl)-7-fluoro-2H-indazol-2-yl)-2-(6,7-dihydro-5H-pyrrolo[1,2-c]imidazol-1-yl)-N-(thiazol-2-yl)acetamide trifluoroacetate